benzyl (3S,4R)-4-fluoro-3-hydroxypiperidine-1-carboxylate F[C@H]1[C@H](CN(CC1)C(=O)OCC1=CC=CC=C1)O